(2R,3S,4S)-4-hydroxy-2-[(4-methoxyphenyl)methyl]pyrrolidin-3-yl N-(1,3-thiazol-2-yl)carbamate hydrochloride Cl.S1C(=NC=C1)NC(O[C@H]1[C@H](NC[C@@H]1O)CC1=CC=C(C=C1)OC)=O